Cl.NC1=C(C=C2N(C(C(N(C2=C1)C)=O)=O)C)C(=O)OCC ethyl 7-amino-1,4-dimethyl-2,3-dioxo-1,2,3,4-tetrahydroquinoxaline-6-carboxylate hydrochloride